(4-bromo-5-hydroxy-6-(trifluoromethyl)pyridin-2-yl)(2-ethyl-6-fluoroimidazo[1,2-a]pyrimidin-3-yl)methanone BrC1=CC(=NC(=C1O)C(F)(F)F)C(=O)C1=C(N=C2N1C=C(C=N2)F)CC